1-(2-(aminomethyl)-6-cyclopropylimidazo[1,2-a]pyridin-8-yl)-3-methylpyrrolidin-2-one NCC=1N=C2N(C=C(C=C2N2C(C(CC2)C)=O)C2CC2)C1